C(C1=CC=CC=C1)OC1=CC=C2C[C@H](N(CC2=C1)C(=O)OC(C)(C)C)C(N[C@H]1CCCC2=CC=CC=C12)=O tert-butyl (3S)-7-benzyloxy-3-[[(1S)-tetrahydronaphthalen-1-yl] carbamoyl]-3,4-dihydro-1H-isoquinoline-2-carboxylate